3-(((tert-butyldimethylsilyl)oxy)methyl)-5-chloro-4-methylaniline [Si](C)(C)(C(C)(C)C)OCC=1C=C(N)C=C(C1C)Cl